3-((7-bromo-3-butyl-3-ethyl-1,1-dioxo-5-phenyl-2,3,4,5-tetrahydro-1,5-benzothiazepin-8-yl)oxy)propionic acid BrC=1C(=CC2=C(N(CC(CS2(=O)=O)(CC)CCCC)C2=CC=CC=C2)C1)OCCC(=O)O